N-ethyl-5-fluoro-2-(1-fluoro-6-{1-[(3R)-6-[(2-methoxyethyl)(methyl)amino]-2-methylhexane-3-yl]azetidin-3-yl}-3-methylimidazo[1,5-a]pyridin-8-yl)-N-(isopropyl)benzamide C(C)N(C(C1=C(C=CC(=C1)F)C=1C=2N(C=C(C1)C1CN(C1)[C@@H](C(C)C)CCCN(C)CCOC)C(=NC2F)C)=O)C(C)C